hafnium phenoxyamine O(C1=CC=CC=C1)N.[Hf]